O(S(=O)(=O)C(F)(F)F)C1=NN(C(C2=CC=CC(=C12)C)=O)C1=CC=C(C=C1)F 3-(4-fluorophenyl)-8-methyl-4-oxo-3,4-dihydro-phthalazin-1-yl triflate